4,9:5,8-dimethanocyclopenta[b]naphthalene C1C=CC2=C1C1=C3C4=CC=C(C3=C2C1)C4